C(C)C1=CC(=C(C=C1SC)CC(C)N)OC 1-(4-ethyl-2-methoxy-5-methylsulfanylphenyl)propan-2-amine